C(C1=CC=CC=C1)[C@H]1N(C(OC1)=O)C([C@@H](CC(=O)OC(C)(C)C)CC1=NC(=CC=C1)C)=O (R)-tert-butyl 4-((R)-4-benzyl-2-oxooxazolidin-3-yl)-3-((6-methylpyridin-2-yl) methyl)-4-oxobutanoate